CC1[C@](C(C2=CC=C(C=C12)Cl)=NN)(C(=O)O)O.C(CCCCCCCCC)OC=1C=C(C=C(C1)OCCCCCCCCCC)N(CC(=O)O)CC(=O)O N-[3,5-bis(decyloxy)phenyl]-N-(carboxymethyl)glycine methyl-(S)-5-chloro-1-hydrazineylidene-2-hydroxy-2,3-dihydro-1H-indene-2-carboxylate